C(#N)CC1=NC=2C(=C3C(=NC2)C=CS3)N1[C@@H]1CC[C@H](CC1)CNC(OC(C)(C)C)=O tert-Butyl ([trans-4-[2-(cyanomethyl)-1H-imidazo[4,5-d]thieno[3,2-b]pyridin-1-yl]cyclohexyl]methyl)carbamate